Cl.CC1N(CCCC1)S(=O)(=O)C1=CC=C(N)C=C1 4-((2-methylpiperidin-1-yl)sulfonyl)aniline HCl